N1C(=CC=C1)C(=O)N1CC=2N(CC1)C=NC2C(=O)NC2=CC=C(C=C2)C 7-(1H-pyrrole-2-carbonyl)-N-(p-tolyl)-5,6,7,8-tetrahydroimidazo[1,5-a]Pyrazine-1-carboxamide